C(=O)NCCC(=O)O N-formyl-β-alanine